BrC1=CC=C2C=CC(=CC2=C1)C(=O)OC(C)(C)C Tert-Butyl 7-bromonaphthalene-2-carboxylate